FC(C1=CC=C(C=C1)C=1SC(=NN1)NC(C1=CC=C(C=C1)OC)=O)(F)F 2-(4-trifluoromethylphenyl)-5-(4-methoxybenzamido)-1,3,4-thiadiazole